ClC=1C=CC2=C(N=C(NC2=O)CSC2CCN(CC2)C(=O)OC(C)(C)C)N1 tert-Butyl 4-(((7-chloro-4-oxo-3,4-dihydropyrido[2,3-d]pyrimidin-2-yl)methyl)thio)piperidine-1-carboxylate